5-(3-methoxyphenyl)-3-phenyl-1,2,4-thiadiazole COC=1C=C(C=CC1)C1=NC(=NS1)C1=CC=CC=C1